OC(C(=O)OC(C1=CC=CC=C1)C1=CC=CC=C1)O diphenylmethyl 2,2-dihydroxyacetate